C(C)OC(=O)C1=NC=CN=C1.ClC1=C(C(=C(C=C1OC)OC)Cl)C1=NC(=C2C=C(N=CC2=C1)N[C@H]1[C@H](COC1)NC(C=C)=O)NC1COCC1 N-((3R,4S)-4-((7-(2,6-dichloro-3,5-dimethoxyphenyl)-5-((tetrahydrofuran-3-yl)amino)-2,6-naphthyridin-3-yl)amino)tetrahydrofuran-3-yl)acrylamide ethyl-pyrazine-2-carboxylate